5-(1-aminoisoquinolin-7-yl)-1'-(2-ethoxy-2-oxoethyl)-2,3-dihydrospiro[indene-1,4'-piperidine] NC1=NC=CC2=CC=C(C=C12)C=1C=C2CCC3(CCN(CC3)CC(=O)OCC)C2=CC1